C1(=CC=C(C=C1)C(C(C)(N1CCOCC1)C)=O)C1=CC=CC=C1 1-(Biphenyl-4-yl)-2-methyl-2-morpholin-4-yl-propan-1-one